(3R,5R,7R)-N-(6-(4-(benzo[4,5]imidazo[1,2-a]pyrimidin-2-yl)piperazin-1-yl)hexyl)adamantane-1-carboxamide N=1C=2N(C=CC1N1CCN(CC1)CCCCCCNC(=O)C13CC4CC(CC(C1)C4)C3)C3=C(N2)C=CC=C3